N1(N=CC=C1)CC=1C=CC(=NC1OC)C(=O)NS(=O)(=O)C1=C(C=CC=C1OC)OC1CC1 5-((1H-pyrazol-1-yl)methyl)-N-((2-cyclopropoxy-6-methoxyphenyl)sulfonyl)-6-methoxypicolinamide